NC1C(CN(CC1)C1=CC=C(N=N1)C#N)(C)C 6-(4-amino-3,3-dimethyl-1-piperidyl)pyridazine-3-carbonitrile